ClC1=C2C=C(N(C2=CC=C1Cl)C)C(=O)N[C@@H](C)C1=C(C=C(C=C1)CC(=O)O)F 2-[4-[(1S)-1-[(4,5-dichloro-1-methyl-indole-2-carbonyl)amino]ethyl]-3-fluoro-phenyl]-acetic acid